1-[4-({(1R)-1-[3-(difluoromethyl)-2-fluorophenyl]ethyl}amino)-2-methylpyrido[3,4-d]pyrimidin-6-yl]-3-(2-hydroxyethyl)pyrrolidin-3-ol FC(C=1C(=C(C=CC1)[C@@H](C)NC=1C2=C(N=C(N1)C)C=NC(=C2)N2CC(CC2)(O)CCO)F)F